methyl 5-(4-(hydroxymethyl)hepta-1,6-dien-2-yl)-2-methoxybenzoate OCC(CC(=C)C=1C=CC(=C(C(=O)OC)C1)OC)CC=C